(6-aminohexanoyl)-L-lysine methyl ester COC([C@@H](NC(CCCCCN)=O)CCCCN)=O